4-[4-[[3-(azetidin-1-yl)-1-(3-hydroxy-1-methyl-propyl)pyrazolo[4,3-c]pyridin-6-yl]amino]pyrimidin-2-yl]-2-methyl-1H-pyrazol-3-one N1(CCC1)C1=NN(C2=C1C=NC(=C2)NC2=NC(=NC=C2)C=2C(N(NC2)C)=O)C(CCO)C